(R)-N,N-dimethyl-N'-(3-(3-nitrophenyl)butanoyl)formohydrazonamide CN(C=NNC(C[C@@H](C)C1=CC(=CC=C1)[N+](=O)[O-])=O)C